FC(C(=O)O)(F)F.C1=CN(C=2C=CC3=C(C12)C=CC=C3)C(N)=N benzo[e]indole-3-carboximidamide 2,2,2-trifluoroacetic acid salt